(2S,4R)-1-{2-[(dimethylcarbamoyl)amino]acetyl}-4-fluoro-N-[(S)-phenyl[4-(propan-2-yl)phenyl]methyl]pyrrolidine-2-carboxamide CN(C(=O)NCC(=O)N1[C@@H](C[C@H](C1)F)C(=O)N[C@H](C1=CC=C(C=C1)C(C)C)C1=CC=CC=C1)C